(6-chloro-3-pyridinyl)-5-[(1R)-1-(3,5-dichloro-4-pyridinyl)ethoxy]-1-tetrahydropyran-2-yl-indazole ClC1=CC=C(C=N1)C1=NN(C2=CC=C(C=C12)O[C@H](C)C1=C(C=NC=C1Cl)Cl)C1OCCCC1